4-carbamoyl-3-methoxy-phenylboronic acid C(N)(=O)C1=C(C=C(C=C1)B(O)O)OC